C(C1=CC=CC=C1)OC=1C(=C2C=CN=C(C2=CC1)Cl)C1OCCO1 6-(benzyloxy)-1-chloro-5-(1,3-dioxolan-2-yl)isoquinoline